C1(CCCC1)N[C@@H](C)C(=O)O cyclopentyl-L-alanine